6-bromooctanoate BrC(CCCCC(=O)[O-])CC